ethyl 2-(4-methoxybenzyl)-5-(4-(4,4,5,5-tetramethyl-1,3,2-dioxaborolan-2-yl) phenyl)-2H-1,2,3-triazole-4-carboxylate COC1=CC=C(CN2N=C(C(=N2)C(=O)OCC)C2=CC=C(C=C2)B2OC(C(O2)(C)C)(C)C)C=C1